7-fluoro-1,2,3,4-tetrahydroacridine-9-amine hydrochloride Cl.FC1=CC=C2N=C3CCCCC3=C(C2=C1)N